cyclopropyl(5-(4-(trifluoromethyl)phenyl)-5,6,6a,7,9,10-hexahydro-8H-pyrazino[1,2-a]pyrido[3,2-e]pyrazin-8-yl)methanone C1(CC1)C(=O)N1CC2N(C3=C(N(C2)C2=CC=C(C=C2)C(F)(F)F)C=CC=N3)CC1